CCN(CC)[Si](C)(C)C N,N-diethyl-trimethylsilylamine